NC1=C(C(=O)NC(C)C)C=C(C=N1)C1=C(C=C(C=C1)NC(CC1=CC(=CC=C1)CC)=O)C 2-amino-5-(4-(2-(3-ethylphenyl)acetamido)-2-methylphenyl)-N-isopropylnicotinamide